C(C)(C)(C)OC(N[C@]1([C@@H](C1)CCN1CCN(CC1)C(C)=O)CO)=O ((1R,2R)-2-(2-(4-acetylpiperazin-1-yl)ethyl)-1-(hydroxymethyl)cyclopropyl)carbamic acid tert-butyl ester